C(C)(C)(C)OC(=O)N1CC(C1)(F)C1=NC(=CC=C1)N1N=C(C=2C=NC(=CC21)Cl)C 3-(6-(6-chloro-3-methyl-1H-pyrazolo[4,3-c]pyridin-1-yl)pyridin-2-yl)-3-fluoroazetidine-1-carboxylic acid tert-butyl ester